FC1=CC=C(C=C1)S(=O)(=O)C1(COC1)C 3-(4-fluorophenyl)sulfonyl-3-methyl-oxetane